C(C)(C)(C)OC(=O)N1C[C@@H](O[C@H](C1)C)C(=O)O (2R,6S)-4-(tert-butoxycarbonyl)-6-methylmorpholine-2-carboxylic acid